2-bromo-6-methoxy-5-methylbenzo[d]thiazole-4-carbaldehyde BrC=1SC=2C(N1)=C(C(=C(C2)OC)C)C=O